C(C)NC(=O)C1=CC=C2/C(/C(NC2=C1)=O)=C(\C1=CC=CC=C1)/NC1=CC=C(C=C1)N(S(=O)(=O)C)CCN(C(OC(C)(C)C)=O)C tert-butyl (Z)-(2-(N-(4-(((6-(ethylcarbamoyl)-2-oxoindolin-3-ylidene)(phenyl)methyl)amino)phenyl) methylsulfonamido)ethyl)(methyl)carbamate